C(C)(C)(C)OC(C(CCC1CCCC1)NC(=O)OC(C)(C)C)=O 2-(tert-butoxycarbonylamino)-4-cyclopentylbutyric acid tert-butyl ester